CS(=O)(=O)OCC1(C2CC3CC(CC1C3)C2)CC#N ((1r,3r,5r,7r)-2-(cyanomethyl)adamantan-2-yl)methyl methanesulfonate